(S)-4-(Cyclopropyl(4-methoxypyridin-2-yl)methyl)-7-((2-ethyl-1H-imidazol-1-yl)methyl)-9-(1-ethyl-3-(trifluoromethyl)-1H-pyrazol-4-yl)-3,4-dihydrobenzo[f][1,4]oxazepin-5(2H)-one C1(CC1)[C@H](N1CCOC2=C(C1=O)C=C(C=C2C=2C(=NN(C2)CC)C(F)(F)F)CN2C(=NC=C2)CC)C2=NC=CC(=C2)OC